methyl (E)-3-(tetrahydro-2H-pyran-3-yl)acrylate O1CC(CCC1)/C=C/C(=O)OC